1-(4-(2,6-Dioxopiperidin-3-yl)phenyl)azetidine-3-carbaldehyde O=C1NC(CCC1C1=CC=C(C=C1)N1CC(C1)C=O)=O